C(CCCCCCCCCCCCCCC)N(CCCCCCCCCCCCCCCC)CCCCCCCCCCCCCCCC tri-hexadecylamine